COCCOC1=C(C=CC=C1)C=1C2=C(C(=NN1)C=1C=C3CCNC(C3=CC1)=O)CCC2 6-(4-(2-(2-methoxyethoxy)phenyl)-6,7-dihydro-5H-cyclopenta[d]pyridazin-1-yl)-3,4-dihydroisoquinolin-1(2H)-one